cerium (iii) phosphate P(=O)([O-])([O-])[O-].[Ce+3]